FC1=CC=C(C=C1)C12CC(C1)(C2)C(CC(=O)N2CCN(CC2)CCO)NC(C2=CN=CC=C2)=O N-(1-(3-(4-fluorophenyl)bicyclo[1.1.1]pentan-1-yl)-3-(4-(2-hydroxyethyl)piperazin-1-yl)-3-oxopropyl)nicotinamide